N1=C(C=CC=2CCCNC12)CCC1CC(C1)OCC[C@H](NC(=O)C1(CCOCC1)C(F)(F)F)C(=O)O O-(3-(2-(5,6,7,8-tetrahydro-1,8-naphthyridin-2-yl)ethyl)cyclobutyl)-N-(4-(trifluoromethyl)tetrahydro-2H-pyran-4-carbonyl)homoserine